S1N=C(C=C1)C1=CC=C2C=CC(=NC2=C1)N 7-(1,2-thiazol-3-yl)quinolin-2-amine